2-hydroxymethylpropyl butyrate C(CCC)(=O)OCC(C)CO